C(#N)[C@H]1N(CCC1)C(CN1C[C@H](CC1)C=1OC2=C(C1C(=O)N)C=CC=C2F)=O ((S)-1-(2-((S)-2-cyanopyrrolidin-1-yl)-2-oxoethyl)pyrrolidin-3-yl)7-fluorobenzofuran-3-carboxamide